2-ethylbutyl ((S)-(perfluorophenoxy)(phenoxy)phosphoryl)-L-alaninate FC1=C(O[P@@](=O)(OC2=CC=CC=C2)N[C@@H](C)C(=O)OCC(CC)CC)C(=C(C(=C1F)F)F)F